5-ethyl-1-(2-fluorophenyl)-1H-1,2,4-triazole-3-carboxylic acid C(C)C1=NC(=NN1C1=C(C=CC=C1)F)C(=O)O